3-((2S)-3-(8-(4-bromo-3-methylphenylsulfonyl)-1-oxa-8-azaspiro[4.5]decan-3-ylamino)-2-hydroxypropoxy)-N-(3-(dimethylamino)propyl)benzenesulfonamide BrC1=C(C=C(C=C1)S(=O)(=O)N1CCC2(CC(CO2)NC[C@@H](COC=2C=C(C=CC2)S(=O)(=O)NCCCN(C)C)O)CC1)C